ClC=1C=C(C=CC1C1=NC(=C(C=C1)F)C#N)S(=O)(=O)N[C@@H]1[C@@H](CCC1)O 3-chloro-4-(6-cyano-5-fluoropyridin-2-yl)-N-((1S,2R)-2-hydroxycyclopentyl)benzenesulfonamide